N1C=C(C=C1)CC(=O)N ((S)-pyrrol-3-yl)acetamide